4-(4-Cyano-2,6-dimethylphenoxy)-2-[(4-cyanophenyl)amino]-N-(oxan-4-yl)-4aH,5H,6H,7H,8H,8aH-pyrido[4,3-d]pyrimidine-6-carboxamide C(#N)C1=CC(=C(OC=2C3C(N=C(N2)NC2=CC=C(C=C2)C#N)CCN(C3)C(=O)NC3CCOCC3)C(=C1)C)C